(1S,3R)-3-((6-(1-methyl-1H-pyrazol-4-yl)pyrazolo[1,5-a]pyrazin-4-yl)oxy)cyclopentan-1-amine dihydrochloride Cl.Cl.CN1N=CC(=C1)C=1N=C(C=2N(C1)N=CC2)O[C@H]2C[C@H](CC2)N